5-(carboxy)vinyl-uracil C(=O)(O)C=CC=1C(NC(NC1)=O)=O